N-[(5-methylfuran-2-yl)methyl]-3-[(6-phenyl-1,2,4-triazin-3-yl)amino]benzamide CC1=CC=C(O1)CNC(C1=CC(=CC=C1)NC=1N=NC(=CN1)C1=CC=CC=C1)=O